tri-tert-butylTetraphenylborate C(C)(C)(C)C1=C(C(=C(C=C1)[B-](C1=CC=CC=C1)(C1=CC=CC=C1)C1=CC=CC=C1)C(C)(C)C)C(C)(C)C